FC=1C=C2C=3C(=C(NC3C1)C1=CC=C(C=O)C=C1)CCNC2=O 4-(8-Fluoro-6-oxo-3,4,5,6-tetrahydro-1H-azepino[5,4,3-cd]indol-2-yl)benzaldehyde